ClC=1C=C(C(=O)N2CC=3C(=NN4C3C(N(CC4)CC4=CC=C(C=C4)F)=O)C[C@H]2C)C=CC1Cl (3R)-2-(3,4-Dichlorobenzoyl)-9-[(4-fluorophenyl)methyl]-3-methyl-1,2,3,4,8,9-hexahydro-pyrido[4',3':3,4]pyrazolo[1,5-a]pyrazin-10(7H)-one